C(CCCCCC(C)(C)C)(=O)[O-].[Bi+3].C(CCCCCC(C)(C)C)(=O)[O-].C(CCCCCC(C)(C)C)(=O)[O-] Bismuth(III) neodecanoate